tert-butyl (1S,3R)-1-(5-((1-(tert-butoxycarbonyl)azetidin-3-yl)methyl) thiophen-2-yl)-2-(2,2-difluoro-3-hydroxypropyl)-3-methyl-1,2,3,4-tetrahydro-9H-pyrido[3,4-b]indole-9-carboxylate C(C)(C)(C)OC(=O)N1CC(C1)CC1=CC=C(S1)[C@H]1N([C@@H](CC2=C1N(C1=CC=CC=C21)C(=O)OC(C)(C)C)C)CC(CO)(F)F